CC(C(=O)O[C@H](C(OC(C)C)=O)C)(C)C (-)-(2S)-1-oxo-1-(2-n-propyloxy)-2-n-propyl 2,2-dimethylpropionate